1-(3-chloro-4-((1-hydroxy-2-methylpropan-2-yl)oxy)phenyl)-3-(4-isopropyl-2-(4-(trifluoromethyl)phenyl)thiazol-5-yl)propan-1-ol ClC=1C=C(C=CC1OC(CO)(C)C)C(CCC1=C(N=C(S1)C1=CC=C(C=C1)C(F)(F)F)C(C)C)O